tert-Butyl (R)-3-(4-methoxybenzyl)morpholine-4-carboxylate COC1=CC=C(C[C@H]2N(CCOC2)C(=O)OC(C)(C)C)C=C1